5-(4-cyclopropyl-6-methoxy-pyrimidin-5-yl)-3-[[4-[1-methyl-4-(trifluoromethyl)imidazol-2-yl]phenyl]methyl]-7-(trifluoromethyl)-1H-pyrazolo[4,3-d]pyrimidine C1(CC1)C1=NC=NC(=C1C=1N=C(C2=C(N1)C(=NN2)CC2=CC=C(C=C2)C=2N(C=C(N2)C(F)(F)F)C)C(F)(F)F)OC